5-(7-(2-(2-(2-((tert-butoxycarbonyl)amino)ethoxy)ethoxy)-4-fluorophenyl)thieno[2,3-d]pyridazin-4-yl)pent-4-ynoic acid lithium salt [Li+].C(C)(C)(C)OC(=O)NCCOCCOC1=C(C=CC(=C1)F)C=1N=NC(=C2C1SC=C2)C#CCCC(=O)[O-]